C1=CC=CC=2C3=CC=CC=C3C(=CC12)C1=CC=C(C=C1)C1=CC=CC=C1 4-(9-phenanthryl)biphenyl